FC1=C2C(=C(NC2=CC(=C1)F)C(=O)O)C 4,6-difluoro-3-methyl-1H-indole-2-carboxylic acid